COC=1N=CC(=NC1)C1=CCC(CC1)C#N 4-(5-Methoxypyrazin-2-yl)cyclohex-3-ene-1-carbonitrile